CC1=C(C(=CC(=C1)C)C(C1=CC=CC=C1)C1=CC=CC=C1)N=C1C(C2=CC=C(C3=CC=CC1=C23)C2=CC=CC=C2)=NC2=C(C=C(C=C2C(C2=CC=CC=C2)C2=CC=CC=C2)C)C N,N'-bis(2,4-dimethyl-6-benzhydryl-phenyl)-5-phenyl-acenaphthene-1,2-diimine